FC1=C(C(=C(C(=C1F)NC(=O)C=1N=CSC1C(=O)O)F)F)C1=CC(=CC=C1)OC([2H])([2H])[2H] 4-((2,3,5,6-tetrafluoro-3'-(methoxy-d3)-[1,1'-biphenyl]-4-yl)carbamoyl)thiazole-5-carboxylic acid